3-methyl-N-(6-((3-phenylquinolin-5-yl)thio)hexyl)-4-(piperazin-1-yl)aniline CC=1C=C(NCCCCCCSC2=C3C=C(C=NC3=CC=C2)C2=CC=CC=C2)C=CC1N1CCNCC1